FC=1C=C(C=C(C1)F)C1(CCC2(CNC(N2)=O)CC1)N(C)C CIS-8-(3,5-DIFLUOROPHENYL)-8-(DIMETHYLAMINO)-1,3-DIAZASPIRO[4.5]DECAN-2-ONE